FC1=C(C=C(C=C1)F)C(CCCCC(=O)O)(F)F 6-(2,5-difluorophenyl)-6,6-difluorohexanoic acid